(1-methyl-5-phenyl-1H-pyrazol-3-yl) (1-piperazinyl) ketone N1(CCNCC1)C(=O)C1=NN(C(=C1)C1=CC=CC=C1)C